6-methyl-N5-phenylpyridine-2,5-diamine CC1=C(C=CC(=N1)N)NC1=CC=CC=C1